methyl 3-chloro-4-(1-(6-cyclopropylpyridin-3-yl)-5-(3,5-dimethylisoxazol-4-yl)-1H-pyrrolo[2,3-b]pyridin-3-yl)-5-(trifluoromethoxy)benzoate ClC=1C=C(C(=O)OC)C=C(C1C1=CN(C2=NC=C(C=C21)C=2C(=NOC2C)C)C=2C=NC(=CC2)C2CC2)OC(F)(F)F